NC1=C(C(=O)NCCCC[C@@H](C=2NC(=CN2)C2=CC3=CC=CC=C3C=C2)NC(=O)C2=CN=CS2)C(=CC=C1F)F (S)-N-(5-(2-amino-3,6-difluorobenzamido)-1-(5-(naphthalen-2-yl)-1H-imidazol-2-yl)pentyl)thiazole-5-carboxamide